FC=1C=NC=C(C1C(C1=CC=C(C=C1)SC(F)(F)F)F)N1N=CC=N1 3-fluoro-4-[fluoro-[4-(trifluoromethylsulfanyl)phenyl]methyl]-5-(triazol-2-yl)pyridine